diimidazole chloride salt [Cl-].N1C=NC=C1.N1C=NC=C1